3-(3-bromophenyl)-2,2-dimethyl-3-oxopropanenitrile BrC=1C=C(C=CC1)C(C(C#N)(C)C)=O